3-(tert-butyl)-5-(3-chlorophenyl)-1-methyl-1H-pyrazole-4-carboxylic acid C(C)(C)(C)C1=NN(C(=C1C(=O)O)C1=CC(=CC=C1)Cl)C